BrC#C[Si](C)(C)C 2-bromoethynyl-(trimethyl)silane